C1(=CC=CC=C1)P1(C=CCC1)=O 1-Phenyl-2-phospholen-1-oxid